FC(C(=O)O)(F)F.BrC=1C=C(CNC(=N)N)C=CC1CF 1-[3-bromo-4-(fluoromethyl)benzyl]guanidine, trifluoroacetic acid salt